CS(=O)(=NS(=O)(=O)C(F)(F)F)[N-]S(=O)(=O)C(F)(F)F.[Li+] Lithium (S-methyl-N-((trifluoromethyl)sulfonyl)sulfonimidoyl)((trifluoromethyl)sulfonyl)amide